4-Nonadecenoic acid C(CCC=CCCCCCCCCCCCCCC)(=O)O